rac-7-(2-(4-(methyl(5-(trifluoromethyl)pyrimidin-2-yl)amino)piperidin-1-yl)-2-oxoethyl)-4-(trifluoromethyl)-2,5,6,7-tetrahydro-3H-cyclopenta[c]pyridazin-3-one CN(C1CCN(CC1)C(C[C@H]1CCC=2C1=NNC(C2C(F)(F)F)=O)=O)C2=NC=C(C=N2)C(F)(F)F |r|